C1(=CC=CC=C1)N1NC(=CC1C1=CC=C(C=C1)C(C)(C)C)C1=CC=C(C=C1)C1=CC=CC=C1 1-phenyl-3-(4-biphenylyl)-5-(4-tert-butylphenyl)pyrazoline